3-tetraphenylphosphonium carboxybenzenesulfonate C(=O)(O)OS(=O)(=O)C1=CC=CC=C1.C1=CC(=CC2=CC=C3C=C4C=CC=CC4=CC3=C12)[PH3+]